N-(6-methoxy-5-((E)-2-(trans-4-(trifluoromethyl)-cyclohexyl)vinyl)pyridazin-3-yl)acrylamide COC1=C(C=C(N=N1)NC(C=C)=O)\C=C\[C@@H]1CC[C@H](CC1)C(F)(F)F